(S)-2-amino-N-(3-ethyl-1-(m-tolyl)-1H-indazol-6-yl)-3-hydroxypropionamide hydrochloride Cl.N[C@H](C(=O)NC1=CC=C2C(=NN(C2=C1)C=1C=C(C=CC1)C)CC)CO